methyl (Z)-1-(4-amino-2-fluorobut-2-en-1-yl)-4-(3-(piperidin-1-ylsulfonyl)phenyl)-1H-benzo[d]imidazol-6-carboxylate hydrochloride Cl.NC\C=C(\CN1C=NC2=C1C=C(C=C2C2=CC(=CC=C2)S(=O)(=O)N2CCCCC2)C(=O)OC)/F